6-chloro-2,3,4,5-tetrahydrooxepin-7-carbaldehyde ClC=1CCCCOC1C=O